6-[3-({5-[(1R,4R,7R)-7-amino-2-azabicyclo[2.2.1]heptane-2-carbonyl]-7-methoxy-2-(1-methyl-1H-indol-2-yl)-1H-1,3-benzodiazol-1-yl}methyl)azetidin-1-yl]pyrazine-2-carbonitrile N[C@H]1[C@@H]2N(C[C@H]1CC2)C(=O)C2=CC1=C(N(C(=N1)C=1N(C3=CC=CC=C3C1)C)CC1CN(C1)C1=CN=CC(=N1)C#N)C(=C2)OC